N1(C=NC=C1)C[C@@]1(C[C@@]2(CNC3=NC=C(C(=C32)Cl)C=3C(=C(C(=O)N(C)C)C(=CC3)N)F)CC1)O 3-((1S,3R)-3-((1H-Imidazol-1-yl)methyl)-4'-chloro-3-hydroxy-1',2'-dihydrospiro[cyclopentane-1,3'-pyrrolo[2,3-b]pyridin]-5'-yl)-6-amino-2-fluoro-N,N-dimethylbenzamide